[2,3'-bipyridin]-3-ylmethanamine N1=C(C(=CC=C1)CN)C=1C=NC=CC1